N1=C(C=CC=C1)CCCN1CCC(CC1)CNC(CC)=O N-({1-[3-(pyridin-2-yl)propyl]hexahydropyridin-4-yl}methyl)propionamide